COCCOC=1C=CC(=NC1)C(=O)N 5-(2-methoxyethoxy)pyridine-2-carboxamide